4-(4-maleimidylphenyl)butyric acid hydrochloride Cl.C1(C=CC(N1C1=CC=C(C=C1)CCCC(=O)O)=O)=O